(1r,4r)-4-((3-chloro-4-cyanophenoxy)cyclohexyl)-6-(3-formylazetidin-1-yl)pyridazine-3-carboxamide ClC=1C=C(OC2(CCCCC2)C2=C(N=NC(=C2)N2CC(C2)C=O)C(=O)N)C=CC1C#N